C1(CCCC1)OC1=C(C=CC=C1)N1C[C@H](CC1)OC1=NC=C(C=C1)C(F)(F)F (S)-2-(1-(2-(cyclopentyloxy)phenyl)pyrrolidin-3-yloxy)-5-(trifluoromethyl)pyridine